1-[4-[benzenesulfonyl(methyl)amino]phenyl]-7-fluoro-5-methyl-9H-pyrido[3,4-b]indole-3-carboxylic acid C1(=CC=CC=C1)S(=O)(=O)N(C1=CC=C(C=C1)C1=NC(=CC2=C1NC1=CC(=CC(=C21)C)F)C(=O)O)C